[Re+].[Ir+3].NC(C)C1(CCN(CC1)C=1C(=NC(=C(N1)C)C1=C(C(=CC=C1)Cl)Cl)CO)CF (3-(4-(1-aminoethyl)-4-(fluoromethyl)piperidin-1-yl)-6-(2,3-dichlorophenyl)-5-methylpyrazin-2-yl)methanol iridium (III)-rhenium (I)